CCCCCCCCC(CC)C(=O)N Undecane-9-carboxamide